C(C)(=O)OCC1=C(C=C2C(=N1)C(CN2C(C)=O)(C)C)CC2=CC(=CC=C2)F 1-acetyl-6-(3-fluoro-benzyl)-3,3-dimethyl-2,3-dihydro-1H-pyrrolo[3,2-b]pyridin-5-ylmethyl acetate